6-(3-chloropropylamino)-1,3-dimethyl-uracil ClCCCNC1=CC(N(C(N1C)=O)C)=O